ClC1=NC(=CC(=C1)C([C@@H]1CC[C@H](CC1)C(=O)N)(F)F)N1CCN(CC1)S(=O)(=O)C1=CC=C(C=C1)N1C(C[C@H](C1)N)=O trans-4-[[2-chloro-6-[4-[4-[(4R)-4-amino-2-oxo-pyrrolidin-1-yl]phenyl]sulfonylpiperazin-1-yl]-4-pyridinyl]-difluoro-methyl]cyclohexanecarboxamide